(6Z,9Z,28Z,31Z)-heptatriaconta-6,9,28,31-tetraen-19-yl-4-(dimethyl amino)butanoate CCCCC\C=C/C\C=C/CCCCCCCCC(CCCCCCCC\C=C/C\C=C/CCCCC)OC(CCCN(C)C)=O